3-((3S,4R)-3-fluoro-4-methoxypiperidin-1-yl)-1,2,4-triazin-5-amine F[C@H]1CN(CC[C@H]1OC)C=1N=NC=C(N1)N